2-(2,8-dimethylimidazo[1,2-b]pyridazin-6-yl)-7-(3,3-dimethylpiperazin-1-yl)-9-methyl-pyrido[1,2-a]pyrimidin-4-one CC=1N=C2N(N=C(C=C2C)C=2N=C3N(C(C2)=O)C=C(C=C3C)N3CC(NCC3)(C)C)C1